O(CC(COCC(CN(CCO)CCO)O)(COCC(CN(CCO)CCO)O)COCC(CN(CCO)CCO)O)CC(COCC(CN(CCO)CCO)O)(COCC(CN(CCO)CCO)O)COCC(CN(CCO)CCO)O 9,9'-(Oxybis(methylene))bis(9-((3-(bis(2-hydroxyethyl)amino)-2-hydroxypropoxy)methyl)-3,15-bis(2-hydroxyethyl)-7,11-dioxa-3,15-diazaheptadecane-1,5,13,17-tetraol)